S1C(=NC2=C1C=CC=C2)NC(=O)C=2N=NN(C2C)C2=C(C=CC=C2)C(F)(F)F N-(Benzo[d]thiazol-2-yl)-5-methyl-1-(2-(trifluoromethyl)phenyl)-1H-1,2,3-triazole-4-carboxamide